7-((adamantan-1-yl)(methyl)amino)-N-(3-(2,6-dioxopiperidin-3-yl)benzofuran-5-yl)heptanamide C12(CC3CC(CC(C1)C3)C2)N(CCCCCCC(=O)NC=2C=CC3=C(C(=CO3)C3C(NC(CC3)=O)=O)C2)C